COC1=CC=C(C=C1)N1N=C(C=C1[Se]C)C1=CC=CC=C1 1-(4-methoxyphenyl)-5-(methylseleno)-3-phenyl-1H-pyrazole